(2S)-methyl 2-(6-(7-chloro-1H-indole-2-carbonyl)-6-azaspiro[3.4]octane-7-carboxamido)-3-((S)-2-oxopiperidin-3-yl)propanoate ClC=1C=CC=C2C=C(NC12)C(=O)N1CC2(CCC2)CC1C(=O)N[C@H](C(=O)OC)C[C@H]1C(NCCC1)=O